C(C)(C)C1=CC=C(C=C1)C1CC(CC(C1)=O)=O 5-(4-isopropylphenyl)-1,3-cyclohexanedione